C(C)O[Si]1(N(CCC1)C[Si](OCC)(OCC)OCC)OCC 2,2-diethoxy-1-triethoxysilylmethyl-1-aza-2-silacyclopentane